CC1=C(C2=C(N=N1)SC1=C2N=CN=C1N1C[C@H](CC1)C(C)(C)O)C 2-[(3S)-1-(3,4-dimethylpyrimido[4',5':4,5]thieno[2,3-c]pyridazin-8-yl)pyrrolidin-3-yl]propan-2-ol